(S,E)-5-((4-(cyclopropylethynyl)-4-(1,1-difluoroethyl)-6-fluoro-2-oxo-1,2,3,4-tetrahydroquinazolin-7-yl)methylene)-1-methylimidazolidine-2,4-dione C1(CC1)C#C[C@@]1(NC(NC2=CC(=C(C=C12)F)\C=C\1/C(NC(N1C)=O)=O)=O)C(C)(F)F